O[C@@H]1C[C@H](N(C1)C(=O)C1=NN2C(C=CC=C2)=C1)C(=O)NCC1=CC=C(C=C1)C1=C(N=CS1)C (2S,4R)-4-hydroxy-N-(4-(4-methylthiazol-5-yl)benzyl)-1-(pyrazolo[1,5-a]pyridine-2-carbonyl)pyrrolidine-2-carboxamide